2-(3-(((1S,2R,3R,5R)-2-fluoro-1,5-dimethyl-9-azabicyclo[3.3.1]nonan-3-yl)oxy)-1,2,4-triazin-6-yl)-5-(1H-imidazol-1-yl)phenol F[C@@H]1[C@@]2(CCC[C@](C[C@H]1OC=1N=NC(=CN1)C1=C(C=C(C=C1)N1C=NC=C1)O)(N2)C)C